(E)-4,4-DIMETHYL-2-PENTENOIC ACID CC(/C=C/C(=O)O)(C)C